6-Ethyl-7-isocyanato-1-methyl-1H-indazole C(C)C1=CC=C2C=NN(C2=C1N=C=O)C